FC=1C=C(C=CC1NC1=NC=C(C(=N1)C=1C=NN(C1)[C@H](C)[C@@H](C)O)C(F)(F)F)S(=O)(=O)N 3-fluoro-4-((4-(1-((2R,3R)-3-hydroxybutan-2-yl)-1H-pyrazol-4-yl)-5-(trifluoromethyl)pyrimidin-2-yl)amino)benzenesulfonamide